F[B-](F)(F)F.CN1C(C(CC1)CC)=O N-methyl-ethyl-pyrrolidone tetrafluoroborate